C(#N)C1(CC1)C1=CC=C(C=C1)C(C)N1C[C@@H](N(C[C@H]1CC)C=1C2=C(N(C(N1)=O)C)C=CC(=N2)C#N)CC 4-((2S,5R)-4-(1-(4-(1-cyanocyclopropyl)phenyl)ethyl)-2,5-diethylpiperazin-1-yl)-1-methyl-2-oxo-1,2-dihydropyrido[3,2-d]Pyrimidine-6-carbonitrile